4-[(3S)-2-(3,3-difluoro-2,2-dimethylpropanoyl)-1,2-oxazolidin-3-yl]benzonitrile FC(C(C(=O)N1OCC[C@H]1C1=CC=C(C#N)C=C1)(C)C)F